4-(imidazo[1,2-a]pyrazin-8-yl)benzonitrile N=1C=CN2C1C(=NC=C2)C2=CC=C(C#N)C=C2